3-(4-((difluoro-methyl)sulfonamido)-3-(1-(4-fluorophenyl)-2-methoxy-ethoxy)phenyl)-5-(pyrazin-2-ylamino)-1H-pyrazole-4-carboxamide FC(S(=O)(=O)NC1=C(C=C(C=C1)C1=NNC(=C1C(=O)N)NC1=NC=CN=C1)OC(COC)C1=CC=C(C=C1)F)F